COCCOC1CCC(CC1)N1C=CC=2N=C(N=C(C21)C(=O)N)C=2N=CN(C2)C(C2=CC=CC=C2)(C2=CC=CC=C2)C2=CC=CC=C2 ((1r,4r)-4-(2-methoxyethoxy)cyclohexyl)-2-(1-(triphenylmethyl)imidazol-4-yl)-5H-pyrrolo[3,2-d]pyrimidine-4-carboxamide